[N+](=O)([O-])C1=C(NCCCO)C=C(C=C1)C(F)(F)F 3-[2-nitro-5-(trifluoromethyl)anilino]propan-1-ol